C(C)(C)(C)C1=NC(=NO1)C1=CC=C(C=C1)C(=O)N1CCN(CC1)C=1OC=2C(=NC(=CC2)C)N1 [4-(5-tert-butyl-1,2,4-oxadiazol-3-yl)phenyl]-[4-(5-methyloxazolo[4,5-b]pyridin-2-yl)piperazin-1-yl]methanone